ClC1=CC=C(C=C1)C#C[Si](C)(C)C 4-chlorophenylethynyltrimethylsilane